NCC1=CC(=C(C(=C1)C)NC(=O)C1=CC2=C(OCCC3=C2SC=C3)C=C1C=1C(=NC(=CC1)C(NC1CCCCCC1)=O)C(=O)OC)C methyl 3-(9-((4-(aminomethyl)-2,6-dimethylphenyl)carbamoyl)-4,5-dihydrobenzo[b]thieno[2,3-d]oxepin-8-yl)-6-(cycloheptylcarbamoyl)picolinate